2-(3-fluoro-4-hydroxyphenyl)-2-(3'-fluoro-4'-hydroxyphenyl)propane FC=1C=C(C=CC1O)C(C)(C)C1=CC(=C(C=C1)O)F